Cl.FC1=CC=C(CC2(CCOC3(CCCC3)C2)N(CC2=CC(=CC=C2)C)CC)C=C1 9-(4-fluorobenzyl)-6-oxaspiro[4.5]decan-9-yl-N-(3-methylbenzyl)ethylamine hydrochloride